FC(OC1=CC(=NN1)NC1=CN=C2C(=N1)N(N=C2)CC2=NC=CN=C2)F N-(5-(difluoromethoxy)-1H-pyrazol-3-yl)-1-(pyrazin-2-ylmethyl)-1H-pyrazolo[3,4-b]pyrazin-6-amine